3,9-bis[2-[3-(t-butyl-4-hydroxy-5-methylphenyl)propionyloxy]-1,1-dimethylethyl]-2,4,8,10-tetraoxaspiro[5.5]undecane C(C)(C)(C)C1=C(C=C(C(=C1)O)C)CCC(=O)OCC(C)(C)C1OCC2(CO1)COC(OC2)C(COC(CCC2=C(C=C(C(=C2)C)O)C(C)(C)C)=O)(C)C